[Si](C)(C)(C(C)(C)C)O[C@@H]1[C@H](O[C@H]([C@@H]1F)N1C2=NC=NC=C2N=C1)CNS(OC1=CC=C(C=C1)[N+](=O)[O-])(=O)=O 4-nitrophenyl {[(2R,3R,4R,5R)-3-{[tert-butyl(dimethyl)silyl]oxy}-4-fluoro-5-(9H-purin-9-yl)tetrahydrofuran-2-yl]methyl}sulfamate